C1(CC1)C1=CC(=C(C=C1)C=1CCCC2=C(C1C1=CC=C(C=C1)C=C1CN(C1)CCCF)C=CC(=C2)C(=O)O)C 8-(4-cyclopropyl-2-methylphenyl)-9-(4-((1-(3-fluoropropyl)azetidin-3-ylidene)methyl)phenyl)-6,7-dihydro-5H-benzo[7]annulene-3-carboxylic acid